FC(C1=CC(=C(C=C1)C1(CC1)C(=O)NC1CN(CCC(C1)C)C1=NN=NN1)O)F 1-(4-(difluoromethyl)-2-hydroxyphenyl)-N-(5-methyl-1-(1H-tetrazol-5-yl)azepan-3-yl)cyclopropane-1-carboxamide